CC(CC1(C(CCCC1)=O)CC(=C)C)=C 2,2-bis(2-methyl-2-propen-1-yl)cyclohexanone